6-bromo-7,8-difluoro-3-methyl-3,4-dihydro-4-quinazolinone BrC=1C=C2C(N(C=NC2=C(C1F)F)C)=O